(S)-1-(9H-fluoren-9-yl)-11-methyl-3,6-dioxo-2,9-dioxa-4,7-diazadodecane C1=CC=CC=2C3=CC=CC=C3C(C12)COC(NCC(NCOCC(C)C)=O)=O